CC1(OB(OC1(C)C)C=1C=C2C=C(C=NC2=CC1)C(C)(C)O)C 2-(6-(4,4,5,5-tetramethyl-1,3,2-dioxaborolan-2-yl)quinolin-3-yl)propan-2-ol